(R)-4-((6'-chloro-3-fluoro-5-((4-methylpiperazin-1-yl)methyl)-[2,3'-bipyridin]-4'-yl)amino)butan-2-ol ClC1=CC(=C(C=N1)C1=NC=C(C=C1F)CN1CCN(CC1)C)NCC[C@@H](C)O